trioxadisilacyclooctane-8-carbonitrile O1OO[SiH2][SiH2]CCC1C#N